FC1=C(C=CC(=C1)F)C1=NC(=CN2C1=NC(=C(C2=O)C)C)[C@@H]2C[C@@H](OCC2)C2CCOCC2 9-(2,4-difluorophenyl)-2,3-dimethyl-7-((2R,4S)-octahydro-2H,2'H-[2,4'-bipyran]-4-yl)-4H-pyrazino[1,2-a]pyrimidin-4-one